1-[2-(4-acetylpiperazin-1-yl)pyrimidin-5-yl]cyclopropane C(C)(=O)N1CCN(CC1)C1=NC=C(C=N1)C1CC1